ClC=1N(C(N=CC1)C(=O)O)O 4-chloro-3-hydroxypyrimidine-2-carboxylic acid